3-fluoro-N,N-dimethyl-1H-indazol-6-amine FC1=NNC2=CC(=CC=C12)N(C)C